1-phenyl-4-p-methylphenyl-1,2,3-triazole C1(=CC=CC=C1)N1N=NC(=C1)C1=CC=C(C=C1)C